C(C)(C)(C)OC(=O)N(C1CCN(CC1)C=1C=2N(C(=CC1)C(=O)OC)N=C(C2)CO[Si](C)(C)C(C)(C)C)C2CC2 methyl 4-[4-[tert-butoxycarbonyl(cyclopropyl)amino]-1-piperidyl]-2-[[tert-butyl(dimethyl)silyl]oxymethyl]-pyrazolo[1,5-a]pyridine-7-carboxylate